6-(4-chlorophenyl)-2-(1,3-dithian-2-yl)-3,4-diphenyl-tetrahydropyran ClC1=CC=C(C=C1)C1CC(C(C(O1)C1SCCCS1)C1=CC=CC=C1)C1=CC=CC=C1